CC(=C)C1=CC=2N(C3=CC=CC=C3SC2C=C1)CC1=CC=CC=C1 2-(1-Methylethenyl)-10-benzyl-10H-phenothiazine